tert-butyl (2R,4R)-4-[3-(4-fluorophenyl)-4-{6-phenylfuro[2,3-d]pyrimidin-4-yl}pyrazol-1-yl]-2-methylpyrrolidine-1-carboxylate FC1=CC=C(C=C1)C1=NN(C=C1C=1C2=C(N=CN1)OC(=C2)C2=CC=CC=C2)[C@@H]2C[C@H](N(C2)C(=O)OC(C)(C)C)C